tert-Butyl (4S)-4-[(1R)-1-isopropoxy-5-[5-methyl-6-[1-(trifluoromethyl)cyclopropyl]pyrrolo[2,3-b]pyrazin-3-yl]-5-oxo-pentyl]-2,2-dimethyl-oxazolidine-3-carboxylate C(C)(C)O[C@H](CCCC(=O)C1=CN=C2C(=N1)N(C(=C2)C2(CC2)C(F)(F)F)C)[C@H]2N(C(OC2)(C)C)C(=O)OC(C)(C)C